C(#N)CC(=O)N1C[C@H](CCC1)COC1=CC=NC2=CC(=C(C=C12)OC(C)C)C(=O)N 4-{[(3S)-1-(cyanoacetyl)piperidin-3-yl]methoxy}-6-(propan-2-yloxy)quinoline-7-carboxamide